C(C)(C)(C)OC(CN1C(CN(CC1)C(=O)OC(C)(C)C)=O)=O Tert-Butyl 4-(2-(tert-butoxy)-2-oxoethyl)-3-oxopiperazine-1-carboxylate